3-(phenoxymethyl)-1-[5-(3-phenyloxolan-3-yl)-1,3,4-oxadiazole-2-carbonyl]piperidine O(C1=CC=CC=C1)CC1CN(CCC1)C(=O)C=1OC(=NN1)C1(COCC1)C1=CC=CC=C1